S1N=CC=N1 1,2,5-Thiadiazole